tert-Butyl N-tert-butoxycarbonyl-N-(3-chloropyrazin-2-yl)carbamate C(C)(C)(C)OC(=O)N(C(OC(C)(C)C)=O)C1=NC=CN=C1Cl